[3-(hydroxymethyl)pyrrolidin-1-yl]methanone tert-butyl-7-(6-((diphenylmethylene)amino)-5-methylpyridin-3-yl)-4,7-diazaspiro[2.5]octane-4-carboxylate C(C)(C)(C)OC(=O)N1C2(CC2)CN(CC1)C=1C=NC(=C(C1)C)N=C(C1=CC=CC=C1)C1=CC=CC=C1.OCC1CN(CC1)C=O